CC=1C(=NSC1)C1=C2C=CC(=NC2=CC=C1)C(=O)O 5-(4-methylisothiazol-3-yl)quinoline-2-carboxylic acid